4,4'-(1,4-phenylenediisopropylidene)-bisphenol CC(C)(C1=CC=C(C=C1)C(C)(C)C2=CC=C(C=C2)O)C3=CC=C(C=C3)O